5-Amino-6-chloro-N-((1-(4-chlorophenyl)cycloheptyl)methyl)chroman-8-carboxamid NC1=C2CCCOC2=C(C=C1Cl)C(=O)NCC1(CCCCCC1)C1=CC=C(C=C1)Cl